3-(4-fluoro-3-methylphenyl)-1-((1-methoxyisoquinolin-4-yl)methyl)-1-methylurea FC1=C(C=C(C=C1)NC(N(C)CC1=CN=C(C2=CC=CC=C12)OC)=O)C